CC1COC2=C(C=N1)C=CC=C2C 3,9-dimethyl-2,3-dihydro-1,4-benzoxazepine